2-(4-fluorophenyl)imidazo[1,2-a]pyridine FC1=CC=C(C=C1)C=1N=C2N(C=CC=C2)C1